methyl 2-hydroxy-3,6-dimethyl-4-((4-methylpent-3-en-1-yl)oxy)benzoate OC1=C(C(=O)OC)C(=CC(=C1C)OCCC=C(C)C)C